5,5'-octamethylenebis{1-[3-(triethoxysilyl)propyl]-1,2,3,4-tetrazole} C(C)O[Si](CCCN1N=NN=C1CCCCCCCCC1=NN=NN1CCC[Si](OCC)(OCC)OCC)(OCC)OCC